ClC1=CC=C2C(=C(NC2=C1Cl)C(=O)O)C=1C=NN(C1)C1OCCCC1 6,7-dichloro-3-(1-tetrahydropyran-2-ylpyrazol-4-yl)-1H-indole-2-carboxylic acid